BrC1=CC=C(C(=N1)N1N=NNC1=O)C 1-(6-bromo-3-methylpyridin-2-yl)-1,4-dihydro-5H-tetrazol-5-one